4'-bischloromethylbiphenyl ClC(C1=CC=C(C=C1)C1=CC=CC=C1)Cl